2-{bis[(1-cyclopropyl-1H-pyrazol-4-yl)methyl]amino}-6-[5-(difluoromethyl)-1,3,4-oxadiazol-2-yl]-2,3-dihydro-1H-isoindol-1-one C1(CC1)N1N=CC(=C1)CN(N1C(C2=CC(=CC=C2C1)C=1OC(=NN1)C(F)F)=O)CC=1C=NN(C1)C1CC1